C(C)C1=C(C=CC=C1)C1CN(CCN1)CC1=CC=C(C=C1)OC 3-(2-ethylphenyl)-1-(4-methoxybenzyl)piperazine